(2R,3R)-4-((1S,2S,4R)-bicyclo[2.2.1]heptan-2-yl)-3-hydroxy-2-methylbutanoic acid [C@H]12[C@@H](C[C@H](CC1)C2)C[C@H]([C@H](C(=O)O)C)O